5-((1-(4-(4-Ethylpiperazin-1-yl)-2-methoxyphenyl)-1H-imidazol-4-yl)amino)pyrazine-2-carbonitrile C(C)N1CCN(CC1)C1=CC(=C(C=C1)N1C=NC(=C1)NC=1N=CC(=NC1)C#N)OC